C(C1=CC=CC=C1)OC(=O)N(C1=CC=C(C(=O)O)C=C1)C 4-(((benzyloxy)carbonyl)(methyl)amino)benzoic acid